4-naphthalenesulfonamide C1=CC=C(C2=CC=CC=C12)S(=O)(=O)N